(Z)-2-(6-bromo-2-oxoindoline-3-ylidene)-N-(3-nitrophenyl)hydrazinecarbothioamide BrC1=CC=C2/C(/C(NC2=C1)=O)=N/NC(NC1=CC(=CC=C1)[N+](=O)[O-])=S